ClC1=C(C=CC=C1Cl)N1CCN(CC1)CCC1CC(C1)NC(=O)C1=CN=C(O1)C N-(3-(2-(4-(2,3-dichlorophenyl)piperazin-1-yl)ethyl)cyclobutyl)-2-methyloxazole-5-carboxamide